tert-butyl 4-((4-chloro-7-(phenylsulfonyl)-7H-pyrrolo[2,3-d]pyrimidin-6-yl)(hydroxy)methyl)piperidine-1-carboxylate ClC=1C2=C(N=CN1)N(C(=C2)C(C2CCN(CC2)C(=O)OC(C)(C)C)O)S(=O)(=O)C2=CC=CC=C2